OC12C(=NC3=CN=CC=C3C1=O)N(CC2)C2=CC=CC=C2 3a-Hydroxy-1-phenyl-1H,2H,3H,3aH,4H-pyrrolo[2,3-b]1,7-naphthyridine-4-one